NC1=C(C(N(C2=NC(=CC=C12)C(F)(F)F)C1=CC(=C(C=C1)N)C)=O)C(=O)OC methyl 4-amino-1-(4-amino-3-methylphenyl)-2-oxo-7-(trifluoromethyl)-1,2-dihydro-1,8-naphthyridine-3-carboxylate